COC1=CC=C(C=C1)C(C)(C)OO 2-(4-methoxyphenyl)-2-propyl hydroperoxide